2-[2-methoxy-5-(trifluoromethyl)pyridin-4-yl]-1-[(2S)-7-methyl-6-(pyrimidin-2-yl)-3,4-dihydro-1H-spiro[1,8-naphthyridine-2,3'-pyrrolidin]-1'-yl]propan-1-one COC1=NC=C(C(=C1)C(C(=O)N1C[C@]2(CC1)NC1=NC(=C(C=C1CC2)C2=NC=CC=N2)C)C)C(F)(F)F